2-[(2R)-3-(3,4-Dihydro-1H-isochinolin-2-yl)-2-hydroxy-propyl]-6-[(1-ethyl-4-piperidyl)methyloxy]-3,4-dihydroisochinolin-1-on C1N(CCC2=CC=CC=C12)C[C@H](CN1C(C2=CC=C(C=C2CC1)OCC1CCN(CC1)CC)=O)O